2-(3,3-bis(tert-butoxycarbonyl)-6-fluoro-2,3-dihydro-1H-inden-1-yl)acetic acid C(C)(C)(C)OC(=O)C1(CC(C2=CC(=CC=C12)F)CC(=O)O)C(=O)OC(C)(C)C